3-(tert-butyl)-1-(p-tolyl)-1H-pyrazol-5-amine C(C)(C)(C)C1=NN(C(=C1)N)C1=CC=C(C=C1)C